Cl.COC[C@@H]1N(C[C@H](NC1)C)CC(=O)N1CC(C2=CC=C(C=C12)C#N)(C)C 1-{2-[(2R,5R)-2-(Methoxymethyl)-5-methylpiperazin-1-yl]acetyl}-3,3-dimethyl-2,3-dihydro-1H-indole-6-carbonitrile hydrochloride